1-(thiophen-3-yl)cyclobutanal S1C=C(C=C1)C1(CCC1)C=O